Phosphite [dibutyl hydrogen phosphite] C(CCC)P(O)(O)(O)CCCC.P(O)(O)O